4-(2-(3,4-dimethoxyphenyl)-3-isopropyl-1H-indol-5-yl)-N-(1-isopropylpiperidin-4-yl)pyridinecarboxamide COC=1C=C(C=CC1OC)C=1NC2=CC=C(C=C2C1C(C)C)C1=CC(=NC=C1)C(=O)NC1CCN(CC1)C(C)C